COC(CCCCCCC\C=C/C[C@H](O)CCCCCC)=O monoricinoleic acid methyl ester